N-(4-(pyridin-4-yloxy)pyridin-2-yl)-3-(quinolin-4-ylamino)benzamide N1=CC=C(C=C1)OC1=CC(=NC=C1)NC(C1=CC(=CC=C1)NC1=CC=NC2=CC=CC=C12)=O